ClC=1C(=CC(=NC1)NC(CC1CCN(CC1)S(=O)(=O)C)=O)C1=C2N(N=C1)CC(C2)(C)C N-(5-chloro-4-(5,5-dimethyl-5,6-dihydro-4H-pyrrolo[1,2-b]pyrazol-3-yl)pyridin-2-yl)-2-(1-(methylsulfonyl)piperidin-4-yl)acetamide